C(CCCCCCCCCCC\C=C/C\C=C/CCCCC)OC[C@H](COCCCCCC)N(C)C (2S)-1-[(13Z,16Z)-docosa-13,16-dien-1-yl-oxy]-3-(hexyloxy)-N,N-dimethylpropan-2-amine